6-((4-(2-(4-chloro-2-fluorophenyl)-2-methylbenzo[d][1,3]dioxol-4-yl)piperidin-1-yl)methyl)-5-((1,1-dioxidotetrahydrothiophen-2-yl)methyl)-N'-hydroxynicotinimidamide ClC1=CC(=C(C=C1)C1(OC2=C(O1)C=CC=C2C2CCN(CC2)CC2=NC=C(C(N)=NO)C=C2CC2S(CCC2)(=O)=O)C)F